2-[[8-(2,6-difluorophenyl)-13-(3,6-dihydro-2H-pyran-4-yl)-5,11-dimethyl-3,4,7,9,12-pentazatricyclo[8.4.0.02,6]tetradeca-1(10),2(6),4,7,11,13-hexaen-3-yl]methoxy]ethyl-trimethyl-silane FC1=C(C(=CC=C1)F)C1=NC=2C(=NN(C2C=2C=C(N=C(C2N1)C)C=1CCOCC1)COCC[Si](C)(C)C)C